C(#N)COC1=C(C(=C(C=C1)C1=CN=C(N1C)C(=O)NC1=CC(=C(C=C1)C(NCCNC(N[C@H]1CNC[C@@H]1O)=O)=O)C)F)F 5-[4-(cyanomethoxy)-2,3-difluoro-phenyl]-N-[4-[2-[[(3S,4S)-4-hydroxypyrrolidin-3-yl]carbamoylamino]ethyl-carbamoyl]-3-methylphenyl]-1-methylimidazole-2-carboxamide